hexansultone C1CCCCCOS1(=O)=O